2-((6-(2-(4-chloro-2-fluorophenyl)-2-methylbenzo[d][1,3]dioxol-4-yl)-3-azabicyclo[4.1.0]heptan-3-yl)methyl)-1-((1-ethyl-1H-imidazol-5-yl)methyl)-1H-benzo[d]imidazole-6-carboxylic acid ClC1=CC(=C(C=C1)C1(OC2=C(O1)C=CC=C2C21CCN(CC1C2)CC2=NC1=C(N2CC2=CN=CN2CC)C=C(C=C1)C(=O)O)C)F